methyl 2-(3-(N,N-bis(4-methoxybenzyl) sulfamoyl)-4-(dimethyl-carbamoyl)-1H-pyrazol-1-yl)-2-methylpropionate COC1=CC=C(CN(S(=O)(=O)C2=NN(C=C2C(N(C)C)=O)C(C(=O)OC)(C)C)CC2=CC=C(C=C2)OC)C=C1